(1-phenylethyl)-N-(4-(4-(dimethylamino)-1-piperidinyl)-2-methoxyphenyl)-2-amino-7H-pyrrolo[2,3-d]pyrimidine C1(=CC=CC=C1)C(C)C=1C2=C(N(C(N1)N)C1=C(C=C(C=C1)N1CCC(CC1)N(C)C)OC)NC=C2